OC[C@H](/C=C/C1=CC=C(C=C1)C1=CC=C(C=C1)OCC(CO)CO)N1C(=NC=C1)[C@H](C)O 2-(((4'-((S,E)-4-hydroxy-3-(2-((S)-1-hydroxyethyl)-1H-imidazol-1-yl)but-1-en-1-yl)-[1,1'-biphenyl]-4-yl)oxy)methyl)propane-1,3-diol